C12(CC3CC(CC(C1)C3)C2)CN2N=CC(=C2C)C2=C(N=C(S2)N(CCCOC)C=2N=NC(=C(C2)C)NC=2SC3=C(N2)C=CC=C3)C(=O)OCC ethyl 5-{1-[(adamantan-1-yl)methyl]-5-methyl-1H-pyrazol-4-yl}-2-({6-[(1,3-benzothiazol-2-yl)amino]-5-methylpyridazin-3-yl}(3-methoxypropyl)amino)-1,3-thiazole-4-carboxylate